[18F]CCCCC#C 6-[18F]fluorohexyne